2-(((1R)-1-(2-cyano-7-methyl-3-(6-(trifluoromethyl)-3-azabicyclo[3.1.0]-hexan-3-yl)quinoxalin-5-yl)ethyl)-amino)benzoic acid C(#N)C1=NC2=CC(=CC(=C2N=C1N1CC2C(C2C1)C(F)(F)F)[C@@H](C)NC1=C(C(=O)O)C=CC=C1)C